5-(4-chloro-2-fluorophenyl)-2,3-dimethyl-7-((2S)-2-(4-pyridinyl)-4-morpholinyl)pyrido[4,3-d]pyrimidin-4(3H)-one ClC1=CC(=C(C=C1)C1=NC(=CC=2N=C(N(C(C21)=O)C)C)N2C[C@@H](OCC2)C2=CC=NC=C2)F